FC=1C=NC(=NC1)C=1C=C(N)C=CC1C 3-(5-fluoropyrimidin-2-yl)-4-methylaniline